C(C)OC(CN(C)C(\C=C\C1=CC=2N=C(N=C(C2S1)N1CCOCC1)C=1C=NC(=CC1)OC)=O)=O (E)-(3-(2-(6-methoxy-3-pyridinyl)-4-morpholino-6-thieno[3,2-d]pyrimidinyl)acryloyl)-N-methylglycine ethyl ester